[(2S)-8-chloro-2,3-dihydro-2-methyl-4H-1,4-benzoxazin-4-yl][2-ethyl-5-[3-(1-methylethyl)-1H-1,2,4-triazol-1-yl]phenyl]methanone ClC1=CC=CC=2N(C[C@@H](OC21)C)C(=O)C2=C(C=CC(=C2)N2N=C(N=C2)C(C)C)CC